C(C)N1CC=2C=NC=CC2C1=O 2-ethyl-2,3-dihydro-1H-pyrrolo[3,4-c]pyridin-1-one